tert-butyl (5EZ)-5-(((4-fluorophenyl)amino)(methylthio)methylene)-4,6-dioxo-2-[6-(trifluoromethyl)pyridin-3-yl]-tetrahydropyridazine-1(2H)-carboxylate FC1=CC=C(C=C1)NC(SC)=C1C(CN(N(C1=O)C(=O)OC(C)(C)C)C=1C=NC(=CC1)C(F)(F)F)=O